tert-butyl N-{[trans-4-{[8-bromo-4-({[4-(pyridin-2-yl)phenyl]methyl}amino)pyrazolo[1,5-a][1,3,5]triazin-2-yl]amino}cyclohexyl]methyl}carbamate BrC=1C=NN2C1N=C(N=C2NCC2=CC=C(C=C2)C2=NC=CC=C2)N[C@@H]2CC[C@H](CC2)CNC(OC(C)(C)C)=O